4-(8-bromo-2-chloro-9-ethyl-9H-purin-6-yl)-3-((tert-butyldiphenylsilyloxy)methyl)morpholine BrC=1N(C2=NC(=NC(=C2N1)N1C(COCC1)CO[Si](C1=CC=CC=C1)(C1=CC=CC=C1)C(C)(C)C)Cl)CC